2-[(7S)-3,7-Dimethyl-4,5,6,7-tetrahydroindazol-2-yl]-1-[(2R,3R)-3-hydroxy-2-(3-methoxy-2-methyl-phenyl)pyrrolidine-1-yl]ethanone CC=1N(N=C2[C@H](CCCC12)C)CC(=O)N1[C@@H]([C@@H](CC1)O)C1=C(C(=CC=C1)OC)C